C(C)(C)(C)C1=C(C=CC(=C1)C(C)(C)C)[PH2]=O (2,4-di-t-butylphenyl)phosphine oxide